(R)-5-{4-[4-(6-fluoro-1-methyl-1H-indazol-3-yl)piperidine-1-carbonyl]phenyl}-5-isopropylimidazolidine-2,4-dione FC1=CC=C2C(=NN(C2=C1)C)C1CCN(CC1)C(=O)C1=CC=C(C=C1)[C@@]1(C(NC(N1)=O)=O)C(C)C